2-[(3-chloro-5-fluoro-pyridine-4-carbonyl)amino]-4-[2-hydroxy-4-(5,6,7,8-tetrahydro-1,8-naphthyridin-2-yl)butoxy]butanoic acid ClC=1C=NC=C(C1C(=O)NC(C(=O)O)CCOCC(CCC1=NC=2NCCCC2C=C1)O)F